methyl 4-cyano-4-(7-fluoro-2-iodobenzofuran-4-yl)butanoate C(#N)C(CCC(=O)OC)C1=CC=C(C2=C1C=C(O2)I)F